ClCC(=O)N1CCS(CC1)(=O)=O 2-chloro-1-(1,1-dioxo-4-thiomorpholinyl)ethanone